FC([C@H](C1=CN(C2=NC(=C(C=C21)F)C2=C(C=C(C=C2)F)C(F)(F)F)C2COC2)NS(=O)(=O)C2CC2)F (S)-N-(2,2-difluoro-1-(5-fluoro-6-(4-fluoro-2-(trifluoromethyl)phenyl)-1-(oxetan-3-yl)-1H-pyrrolo[2,3-b]pyridin-3-yl)ethyl)cyclopropanesulfonamide